BrC1=CC=C2C(=CN(C2=C1)S(=O)(=O)C1=CC=CC=C1)C1=NC(=NC=C1C(F)(F)F)Cl 6-bromo-3-(2-chloro-5-(trifluoromethyl)pyrimidin-4-yl)-1-(phenylsulfonyl)-1H-indole